O1COC2=NC=C(C=C21)C(=O)N [1,3]dioxolano[4,5-b]pyridine-6-carboxamide